3-(2,3,4-trimethoxybenzylidene)-5-(3-pyridyl)-N-methyl-4-piperidone COC1=C(C=C2CN(CC(C2=O)C=2C=NC=CC2)C)C=CC(=C1OC)OC